(S)-1-phenyl-N-(pyrazolo[1,5-a]pyridin-5-ylmethyl)ethan-1-amine C1(=CC=CC=C1)[C@H](C)NCC1=CC=2N(C=C1)N=CC2